C(C)C1=C(C=CC(=C1)N1C[C@H]2CC[C@@H](C1)N2CCO)NC2=NC=C(C(=N2)C2=CC=1S(CCOCC1S2)(=O)=O)C(F)(F)F 7-(2-((2-ethyl-4-((1R,5S)-8-(2-hydroxyethyl)-3,8-diazabicyclo[3.2.1]octan-3-yl)phenyl)amino)-5-(trifluoromethyl)pyrimidin-4-yl)-2,3-dihydro-5H-thieno[3,2-e][1,4]oxathiepine 1,1-dioxide